3-((3-((4-((4-Fluoro-3-(trifluoromethyl)phenyl)carbamoyl)-6-methoxypyridin-3-yl)carbamoyl)-4-methoxypyridin-2-yl)amino)bicyclo[1.1.1]pentane-1-carboxylic acid FC1=C(C=C(C=C1)NC(=O)C1=C(C=NC(=C1)OC)NC(=O)C=1C(=NC=CC1OC)NC12CC(C1)(C2)C(=O)O)C(F)(F)F